1-(4-fluorophenyl)-1,2,3,4-tetrahydroquinoxalin FC1=CC=C(C=C1)N1CCNC2=CC=CC=C12